lysergic acid 2,4-dimethyl azetidide CC1N(C(C1)C)C(=O)[C@H]1CN(C)[C@@H]2CC3=CNC4=CC=CC(C2=C1)=C34